FC=1C=C(C=CC1)N1CCN(CC1)CC=1C=C2CN(C(C2=CC1)=O)N1C(NC(CC1)=O)=O 1-(5-((4-(3-fluorophenyl)piperazin-1-yl)methyl)-1-oxoisoindolin-2-yl)dihydropyrimidine-2,4(1H,3H)-dione